(S)-5-(7-chloro-1,2,3,4-tetrahydronaphthalen-2-yl)-2-(2-chloro-4-(cyclopropylethynyl)phenyl)-4,5,6,7-tetrahydro-3H-imidazo[4,5-c]pyridine ClC1=CC=C2CC[C@@H](CC2=C1)N1CC2=C(CC1)N=C(N2)C2=C(C=C(C=C2)C#CC2CC2)Cl